((3aR,4R,6R,6aR)-6-(4-aminopyrrolo[2,1-f][1,2,4]triazin-7-yl)-6-cyano-2,2-dimethyltetrahydrofuro[3,4-d][1,3]dioxol-4-yl)methyl 2-(1-methylcyclohexyl)acetate CC1(CCCCC1)CC(=O)OC[C@H]1O[C@@]([C@@H]2OC(O[C@@H]21)(C)C)(C#N)C2=CC=C1C(=NC=NN12)N